t-butyl 4-(4-amino-5-iodo-1-methyl-6-oxo-1,6-dihydropyrimidin-2-yl)piperazine-1-carboxylate NC=1N=C(N(C(C1I)=O)C)N1CCN(CC1)C(=O)OC(C)(C)C